Cl.Cl.NC=1C=2C(=C3N(C2C(=C(C1)Cl)Cl)CCN(C3=O)CC)C=3C=NNC3 9-amino-6,7-dichloro-2-ethyl-10-(1H-pyrazol-4-yl)-3,4-dihydropyrazino[1,2-a]indol-1-one dihydrochloride